1-(hydroxymethyl)cyclopropanol OCC1(CC1)O